N(=[N+]=[N-])CCCN1CCNCC1 1-(3-azidopropyl)piperazine